FC1(CN(C1)C1=CC(=NC(=C1)C1=CC(=CC=C1)C1=NOC(=C1)[C@]1(C(N(CC1)C)=O)O)C(=O)N)F (R)-4-(3,3-Difluoroazetidin-1-yl)-6-(3-(5-(3-hydroxy-1-methyl-2-oxopyrrolidin-3-yl)isoxazol-3-yl)phenyl)picolinamide